2-oxo-cyclopentanecarboxylic acid ethyl ester C(C)OC(=O)C1C(CCC1)=O